C(CCCCCCCCCCCCCC)(=O)N[C@@H](C)C(=O)O N-n-pentadecanoyl-alanine